methylene-6-((5-isopropyl-1-(3,4-difluorobenzyl)imidazol-4-yl)methylene)piperazine-2,5-dione C=C1C(NC(C(N1)=O)=CC=1N=CN(C1C(C)C)CC1=CC(=C(C=C1)F)F)=O